tert-butyl (3R,4R)-4-(3-(2,3-dihydro-1H-pyrrolo[1,2-a]indol-9-yl)-1,2,4-oxadiazol-5-yl)-3-fluoropiperidine-1-carboxylate C1CCN2C1=C(C=1C=CC=CC21)C2=NOC(=N2)[C@@H]2[C@H](CN(CC2)C(=O)OC(C)(C)C)F